C(=CC)CCOCCC 1-propenyl-2-propyloxyethane